BrC=1C=C(C=CC1)C(CC1=C(C=C(C=C1)C(F)(F)F)Br)=O 1-(m-bromophenyl)-2-[2-bromo-4-(trifluoromethyl)phenyl]-1-ethanone